perfluorohexadecanoic acid ammonium salt [NH4+].FC(C(=O)[O-])(C(C(C(C(C(C(C(C(C(C(C(C(C(C(F)(F)F)(F)F)(F)F)(F)F)(F)F)(F)F)(F)F)(F)F)(F)F)(F)F)(F)F)(F)F)(F)F)(F)F)F